acryloyloxypropylsulfonate C(C=C)(=O)OCCCS(=O)(=O)[O-]